(2R,3S,4S,5R,6R)-2-(hydroxymethyl)-6-(2-(4-hydroxyphenyl)-2-methylpropyloxy)tetrahydro-2H-pyran-3,4,5-triol OC[C@H]1O[C@H]([C@@H]([C@H]([C@@H]1O)O)O)OCC(C)(C)C1=CC=C(C=C1)O